C[C@]12CC3(CC(C[C@@](C1)(C3)C)C2)NC(=O)NC2CCN(CC2)C(CC)=O 1-((1r,3R,5S,7r)-3,5-Dimethyladamantan-1-yl)-3-(1-propionylpiperidin-4-yl)urea